bromomethyl-3-trifluoromethyl-[1,1'-binaphthyl] BrCC1=C(C2=CC=CC=C2C=C1C(F)(F)F)C1=CC=CC2=CC=CC=C12